OC[C@H]1CN(CCO1)C=1C=C2C(=NC1)NC(N2C2CCN(CC2)C(C2=CC=C(C=C2)OC(F)(F)F)=O)=O 6-[(2R)-2-(hydroxymethyl)morpholin-4-yl]-1-[1-[4-(trifluoromethoxy)benzoyl]-4-piperidyl]-3H-imidazo[4,5-b]pyridin-2-one